C(C(O)C)(=O)O (+)-DL-lactic acid